O1C(CCCC1)OCCN1CCN(CC1)CCCOC1=CC=C2C(=NC=NC2=C1)N 7-(3-(4-(2-((tetrahydro-2H-pyran-2-yl)oxy)ethyl)piperazin-1-yl)propoxy)quinazolin-4-amine